7-methyl-3-{1-[4-(morpholine-4-carbonyl)-phenyl]-1H-[1,2,3]triazol-4-yl}-1H-quinolin-2-one CC1=CC=C2C=C(C(NC2=C1)=O)C=1N=NN(C1)C1=CC=C(C=C1)C(=O)N1CCOCC1